ClC1=CC=C(COC(=O)NC=2C=CC=C3CC[C@H](OC23)C(=O)O)C=C1 (S)-8-((((4-chlorobenzyl)oxy)carbonyl)amino)chromane-2-carboxylic acid